O[C@@H]1[C@@]2(C[C@@H]2[C@H]([C@@H]1O)N1C2=NC(=NC(=C2N=C1)NC)C#CC1=CC(=CC=C1)OC)C(=O)NC (1S,2R,3S,4R,5S)-2,3-dihydroxy-4-(2-((3-methoxyphenyl)ethynyl)-6-(methylamino)-9H-purin-9-yl)-N-methylbicyclo[3.1.0]hexane-1-carboxamide